8-methoxycarbonyl-tetracyclo[4.4.0.12,5.17,10]-3-dodecene COC(=O)C1C2C3C4C=CC(C3C(C1)C2)C4